4'-(2-methoxy-pyridin-4-yl)-2',6'-dimethyl-biphenyl COC1=NC=CC(=C1)C1=CC(=C(C(=C1)C)C1=CC=CC=C1)C